5-methyl-3-(2-(3-(2,6-dimethylphenyl)-4-oxo-thiazolidine-2-ylidene)hydrazono)indol-2-one CC=1C=C2C(C(NC2=CC1)=O)=NN=C1SCC(N1C1=C(C=CC=C1C)C)=O